8-acetyl-2-ethylsulfonyl-6-methyl-chromen-4-one C(C)(=O)C=1C=C(C=C2C(C=C(OC12)S(=O)(=O)CC)=O)C